CC/C=C\\C/C=C\\C/C=C\\C/C=C\\C/C=C\\CCCCCCCCCCCCCCCCCCC[C@H](CC(=O)SCCNC(=O)CCNC(=O)[C@@H](C(C)(C)COP(=O)(O)OP(=O)(O)OC[C@@H]1[C@H]([C@H]([C@@H](O1)N2C=NC3=C(N=CN=C32)N)O)OP(=O)(O)O)O)O The molecule is an unsaturated fatty acyl-CoA that results from the formal condensation of the thiol group of coenzyme A with the carboxy group of (3R,23Z,26Z,29Z,32Z,35Z)-3-hydroxyoctatriacontapentaenoic acid. It is a (R)-3-hydroxyacyl-CoA, a 3-hydroxy fatty acyl-CoA, an unsaturated fatty acyl-CoA and an ultra-long-chain fatty acyl-CoA. It is a conjugate acid of a (3R,23Z,26Z,29Z,32Z,35Z)-3-hydroxyoctatriacontapentaenoyl-CoA(4-).